FC1=C(C=C(OC2CC(C2)NCC2=C3C=CN=CC3=CC=C2)C=C1)C(F)(F)F 5-((((1r,3r)-3-(4-fluoro-3-(trifluoromethyl)phenoxy)cyclobutyl)amino)methyl)isoquinoline